C(C)NC(O[C@@H]1CC[C@H](CC1)C(N(C[C@@H]1CC[C@H](CC1)C1=NC(=C(C=C1)OC)C)C1=NC=CC(=C1)C=1C=NN(C1)C(C)C)=O)=O trans-4-((4-(1-Iso-propyl-1H-pyrazol-4-yl)pyridin-2-yl)-((trans-4-(5-methoxy-6-methylpyridin-2-yl)cyclohexyl)methyl)-carbamoyl)cyclohexyl ethylcarbamate